FC1=C(C=C(C(=C1OC)F)F)C=1SC(=CN1)CN1C(CCCC1=O)=O 1-((2-(2,4,5-Trifluoro-3-methoxyphenyl)thiazol-5-yl)methyl)piperidine-2,6-dione